C(=O)O.C(C)N(CCCNC(=O)C1=CC2=C(N3C(S2)=NC(=C3)C3=CC=C(C=C3)CNCCOC)C=C1)CC.C(C)N(CC)CCCNC(=O)C1=CC3=C(N2C(S3)=NC(=C2)C2=CC=C(C=C2)CNCCOC)C=C1 N-(3-(diethylamino)propyl)-2-(4-(((2-methoxyethyl)amino)methyl)phenyl)benzo[d]imidazo[2,1-b]thiazole-7-carboxamide hemi-formate